n-propyl (1-methyl-1H-indazol-6-yl)carbamate CN1N=CC2=CC=C(C=C12)NC(OCCC)=O